C1=C(C=CC2=CC=CC=C12)NC=O N-(naphthalen-2-yl)formamide